2-({6-bromo-3-fluoro-2-[(oxan-2-yloxy)methyl]phenyl}methoxy)oxane BrC1=CC=C(C(=C1COC1OCCCC1)COC1OCCCC1)F